ClC1=C(C(NC2=CC(=CC=C12)C1CCC1)=O)C(=O)OCC ethyl 4-chloro-7-cyclobutyl-2-oxo-1,2-dihydroquinoline-3-carboxylate